BrC1=C(C(=C(C(=C1[2H])[2H])I)[2H])[2H] 1-bromo-4-iodobenzene-d4